CN(C1=CC=C(C=C1)C=CC=1OC(=CC(C1)=C(C#N)C#N)C=CC1=CC=C(C=C1)N(C)C)C 2-(2,6-bis{2-[4-(dimethylamino)phenyl]ethenyl}-4H-pyran-4-ylidene)propandinitrile